N-(3-(6-(((Tert-butyldimethylsilyl)oxy)methyl)quinolin-2-yl)oxetan-3-yl)-N,2-dimethylpropane-2-sulfinamide [Si](C)(C)(C(C)(C)C)OCC=1C=C2C=CC(=NC2=CC1)C1(COC1)N(S(=O)C(C)(C)C)C